N-isopropyl-1,3,5-triazin-2-amine C(C)(C)NC1=NC=NC=N1